methyl 4-bromo-2-cyclopentyl-benzoate BrC1=CC(=C(C(=O)OC)C=C1)C1CCCC1